(R)-2'-oxo-1,1',2',4,6,7-hexahydrospiro[indole-5,3'-pyrrolo[2,3-b]pyridine] O=C1[C@@]2(C=3C(=NC=CC3)N1)CC=1C=CNC1CC2